4,6-dichloro-3-methylpyrazolo[1,5-a]pyrazine ClC=1C=2N(C=C(N1)Cl)N=CC2C